NC1=NC=NC=2C3=C(CC(C12)(C)C)C(=C(C=C3)O[C@@H]3CC[C@@H](CC3)NC(=O)OC(C)(C)C)NCC(=O)OCC ethyl 2-[[4-amino-8-[cis-4-(tert-butoxycarbonylamino)cyclohexoxy]-5,5-dimethyl-6H-benzo[h]quinazolin-7-yl]amino]acetate